FC1=C(C2=C(OCCO2)C=C1)COC1=C(C=C(C(=C1)[N+](=O)[O-])F)OC 6-fluoro-5-((4-fluoro-2-methoxy-5-nitrophenoxy)methyl)-2,3-dihydrobenzo[b][1,4]dioxine